Cyclopropyl-5-[2-Methyl-5-(Trifluoromethoxy)-1h-Benzimidazol-1-Yl]thiophene-2-Carboxamide C1(CC1)C1=C(SC(=C1)N1C(=NC2=C1C=CC(=C2)OC(F)(F)F)C)C(=O)N